2,2,2-trifluoro-1-(4-methylsulfonylphenyl)ethanone FC(C(=O)C1=CC=C(C=C1)S(=O)(=O)C)(F)F